6-((6-((5-butylundecanoyl)oxy)-2-hydroxyhexyl)(5-hydroxypentyl)amino)-hexyl 5-butylundecanoate C(CCC)C(CCCC(=O)OCCCCCCN(CCCCCO)CC(CCCCOC(CCCC(CCCCCC)CCCC)=O)O)CCCCCC